ClC1=C(C2=C(SC3=C2N=CN=C3NCC3=CC(=CC(=C3)OC)OC)N=C1)C 8-chloro-N-[(3,5-dimethoxyphenyl)methyl]-9-methyl-pyrido[3',2':4,5]thieno[3,2-d]pyrimidin-4-amine